FC=1C=C(OC2=CC=C(C=C2)B(O)O)C=C(C1)F 4-(3,5-difluorophenoxy)-phenylboronic acid